S1C=C(C=2C1=NC=CC2)C=2C=C(C=NC2)C2=CC=C(C=C2)N2C(CCC2)=O 1-(4-(5-(thieno[2,3-b]pyridin-3-yl)pyridin-3-yl)phenyl)pyrrolidin-2-one